O=C1OC2=CC=CC=C2C=C1C(=O)OCCCSC1=CC(=NC2=CC=CC=C12)C1=CC=C(C=C1)C 3-((2-(p-tolyl)quinolin-4-yl)thio)propyl 2-oxo-2H-chromene-3-carboxylate